1,1-difluoro-N-(3-{[2-(2-fluorophenyl)-4-[(methylamino)methyl]-1H-pyrrol-1-yl]sulfonyl}phenyl)methanesulfonamide FC(S(=O)(=O)NC1=CC(=CC=C1)S(=O)(=O)N1C(=CC(=C1)CNC)C1=C(C=CC=C1)F)F